N-methyl-5-(4-(6-(2-(5-(3-(trifluoromethoxy)phenyl)pyridin-3-yl)acetamido)pyridazin-3-yl)butyl)-1,3,4-thiadiazole-2-carboxamide CNC(=O)C=1SC(=NN1)CCCCC=1N=NC(=CC1)NC(CC=1C=NC=C(C1)C1=CC(=CC=C1)OC(F)(F)F)=O